C1(CC1)N[C@@H]1CN(CCC1)C1=C2C(=C(NC2=C(C=C1F)C(=O)N)C)C (S)-4-(3-(cyclopropylamino)piperidin-1-yl)-5-fluoro-2,3-dimethyl-1H-indole-7-carboxamide